3-(1-oxo-5-((2-(3-(5-(trifluoromethyl)pyridin-2-yl)azetidin-1-yl)cyclopentyl)oxy)isoindolin-2-yl)piperidine-2,6-dione O=C1N(CC2=CC(=CC=C12)OC1C(CCC1)N1CC(C1)C1=NC=C(C=C1)C(F)(F)F)C1C(NC(CC1)=O)=O